CC1=CC(=CC(=C1)CC)C 1,3-dimethyl-5-ethylbenzene